C(C=C)C1(CCN(CC1)C1=C(C(=O)OC)C=CC(=C1)Cl)C methyl 2-(4-allyl-4-methylpiperidin-1-yl)-4-chlorobenzoate